2-amino-2-methylbutaneol NC(CO)(CC)C